C1(=CC=CC=C1)C=1C(=C(C=CC1N)C1=CC=C(C=C1)N)C1=CC=CC=C1 diphenyl-(1,1'-biphenyl)-4,4'-diamine